C1(=CC=CC=C1)C(NC(C1=CC=CC=C1)=O)C1=CC(=C(C=C1)F)F N-(phenyl-(3,4-difluorophenyl)methyl)benzamide